1,1,1-trifluoro-N-(trifluoromethylsulfonyl)methanesulfonamide FC(S(=O)(=O)NS(=O)(=O)C(F)(F)F)(F)F